FC1=C(C=CC=C1C1=NC=CC=C1C)NC(CN1N=C(C2=CC=CC=C12)C(=O)N)=O (2-((2-fluoro-3-(3-methylpyridin-2-yl)phenyl)amino)-2-oxoethyl)-1H-indazole-3-carboxamide